CN1N=C(C2=CC=CC(=C12)C1CCN(CC1)C[C@@H]1[C@H](CNCC1)C)C1C(NC(CC1)=O)=O 3-(1-methyl-7-(1-(((3R,4S)-3-methylpiperidin-4-yl)methyl)piperidin-4-yl)-1H-indazol-3-yl)piperidine-2,6-dione